FC(=CCF)F 1,1,3-trifluoropropylene